N1=CC(=CC=C1)C(N1CCN(CC1)CC=1C=C2C(N(C(C2=CC1)=O)N1C(NC(CC1)=O)=O)=O)C=1C=NC=CC1 5-((4-(di(pyridin-3-yl)methyl)piperazin-1-yl)methyl)-2-(2,4-dioxotetrahydropyrimidin-1(2H)-yl)isoindoline-1,3-dione